6-(2-Fluoro-6-hydroxyphenyl)-2-[1-(prop-2-enoyl)pyrrolidin-3-yl]pyrido[3,2-d]pyrimidin-4(3H)-one FC1=C(C(=CC=C1)O)C=1C=CC=2N=C(NC(C2N1)=O)C1CN(CC1)C(C=C)=O